C(C)(C)C1CCN(CC1)C1=NC=C(C=N1)NC1CC(CC1)NC(OC(C)(C)C)=O tert-butyl (3-((2-(4-isopropylpiperidin-1-yl)pyrimidin-5-yl)amino)cyclopentyl)carbamate